S1C(=NC2=C1C=CC=C2)C2=C(C=CC(=C2)C=2C1=CC=CC=C1C=1C=CC=CC1C2)O 2-(benzo[d]thiazol-2-yl)-4-(phenanthrene-9-yl)phenol